(R)-(1-((3-fluoro-5-nitrobenzyl)oxy)propan-2-yl)ammonia FC=1C=C(COC[C@@H](C)N)C=C(C1)[N+](=O)[O-]